FC1=CC=C2CCC(C2=C1)C(C(=O)N)=CC1=CC=C2C=NNC2=C1 (6-fluoro-2,3-dihydro-1H-inden-1-yl)-3-(1H-indazol-6-yl)acrylamide